cis-3-heptene-1,1-dicarboxylic acid C(C\C=C/CCC)(C(=O)O)C(=O)O